C1(=CC=CC=C1)C(C)NC1=NC=NC2=CC=C(C=C12)C=1C=NC=C(C=O)C1 5-(4-((1-phenyl-ethyl)amino)quinazolin-6-yl)nicotinaldehyde